11Z,14Z-Eicosadienoylcarnitine C(C=CC=CCCCCCCCCCCCCCCC)(=O)C(O)(C[N+](C)(C)C)CC([O-])=O